6-bromo-2-(6-azaspiro[2.5]octan-6-yl)nicotinate BrC1=NC(=C(C(=O)[O-])C=C1)N1CCC2(CC2)CC1